FC(CC1CN(C1)C1CC2(CNC2)C1)(F)F 6-[3-(2,2,2-trifluoroethyl)azetidin-1-yl]-2-azaspiro[3.3]heptane